5-benzyl-3-((1,3-diisopropyl-1H-pyrazole-5-carboxamido)methyl)-4,5-dihydroisoxazole C(C1=CC=CC=C1)C1CC(=NO1)CNC(=O)C1=CC(=NN1C(C)C)C(C)C